ClC1=C(C=CC=C1CO)B(O)O (2-chloro-3-(hydroxymethyl)phenyl)boronic acid